(3,4-Epoxycyclohexyl)ethyltrimethoxysilan C1(CC2C(CC1)O2)CC[Si](OC)(OC)OC